FC=1C(=NC(=NC1)NC1=C(C=C(C=C1)S(=O)(=O)N)OC)N(C1=CC=C2C(=NNC2=C1)C)C 4-({5-fluoro-4-[methyl-(3-methyl-1H-indazol-6-yl)amino]-2-pyrimidinyl}amino)-3-methoxybenzenesulfonamide